N-(2-((2-(2,6-dioxopiperidin-3-yl)-1,3-dioxoisoindolin-5-yl)oxy)ethyl)piperidine-4-carboxamide formate C(=O)O.O=C1NC(CCC1N1C(C2=CC=C(C=C2C1=O)OCCNC(=O)C1CCNCC1)=O)=O